O[C@H]1C[C@@]2([C@](CC[C@H]2[C@@H]2CCC3=CC(CC[C@@]3([C@@H]12)C)=O)(C(CO)=O)O)C (8S,9S,10R,11S,13S,14S,17R)-11,17-dihydroxy-17-(2-hydroxyacetyl)-10,13-dimethyl-2,6,7,8,9,11,12,14,15,16-decahydro-1H-cyclopenta[a]phenanthren-3-one